(4S)-5-tert-butoxy-4-(9H-fluoren-9-ylmethoxycarbonylamino)-5-oxo-pentanoic acid C(C)(C)(C)OC([C@H](CCC(=O)O)NC(=O)OCC1C2=CC=CC=C2C=2C=CC=CC12)=O